ClC1=CC(=C(OCC2=C(C=CC(=N2)[C@H]2CN(CC2)CC2=NC3=C(N2C[C@H]2OCC2)C=C(C=C3)C(=O)O)F)C=C1)F 2-{[(3R)-3-{6-[(4-chloro-2-fluorophenoxy)methyl]-5-fluoropyridin-2-yl}pyrrolidin-1-yl]methyl}-1-{[(2S)-oxetan-2-yl]methyl}-1H-1,3-benzodiazole-6-carboxylic acid